Cl.N1CCC(=CC1)C=1SC2=NC(=CC=C2N1)C1=CC=C(C=C1)S(=O)(=O)C 2-(1,2,3,6-tetrahydropyridin-4-yl)-5-(4-(methylsulfonyl)phenyl)thiazolo[5,4-b]pyridine hydrochloride